CC1=C(C2=C(N=CN=C2NC2(CC2)C)O1)C(=O)NC(C)(C)C1=NC=CC=C1 6-methyl-4-[(1-methylcyclopropyl)amino]-N-[2-(pyridin-2-yl)propan-2-yl]furo[2,3-d]pyrimidine-5-carboxamide